2-{3-[4-(5-Hydroxypyridin-2-yl)-piperazin-1-yl]-3-oxo-propyl}-benzoic acid OC=1C=CC(=NC1)N1CCN(CC1)C(CCC1=C(C(=O)O)C=CC=C1)=O